C(C)(C)(C)OC(=O)N[C@H](C(=O)OCC1=CC=CC=C1)CCC(=O)N[C@H](C(=O)OCC)CS (S)-benzyl 2-((tert-butoxycarbonyl)amino)-5-(((R)-1-ethoxy-3-mercapto-1-oxopropan-2-yl)amino)-5-oxopentanoate